hydroxypiperonyl alcohol OC(C1=CC=2OCOC2C=C1)O